3-[[2-(5-chloro-2-hydroxy-phenyl)acetyl]amino]-N-(4-cyanotetrahydropyran-4-yl)benzamide ClC=1C=CC(=C(C1)CC(=O)NC=1C=C(C(=O)NC2(CCOCC2)C#N)C=CC1)O